C[Si](C)(C)N(CCC=CC1=CC=CC=C1)[Si](C)(C)C 2-bis(trimethylsilyl)aminoethylstyrene